ClC=1C(=CC(=NC1)NC(=O)C1C[C@@H]2CC(C[C@@H]2C1)C(=O)NC)C=1C=C(N2CC(CC12)(C)C)C#N (2r,3aR,5s,6aS)-N2-(5-chloro-4-(5-cyano-2,2-dimethyl-2,3-dihydro-1H-pyrrolizin-7-yl)pyridin-2-yl)-N5-methyloctahydropentalene-2,5-dicarboxamide